CN[C@@H](CC1=CC2=CC=CC=C2C=C1)C(=O)[NH-] N-methyl-3-(2-naphthyl)alanyl-amide